methyl (E)-2-(2-(2-(4-((tert-butoxycarbonyl)amino)phenyl)thiazole-4-carboxamido)acrylamido)but-2-enoate C(C)(C)(C)OC(=O)NC1=CC=C(C=C1)C=1SC=C(N1)C(=O)NC(C(=O)N\C(\C(=O)OC)=C\C)=C